(1R)-6-chloro-N-(2,4-difluoro-3-(2-((1-(2-methoxyethyl)piperidin-4-yl)amino)-7-methylquinazolin-6-yl)phenyl)-1-hydroxy-2,3-dihydro-1H-indene-4-sulfonamide ClC=1C=C(C=2CC[C@H](C2C1)O)S(=O)(=O)NC1=C(C(=C(C=C1)F)C=1C=C2C=NC(=NC2=CC1C)NC1CCN(CC1)CCOC)F